FC(C1=C(C=C2CCCN(C2=C1)C1=NN(C2=C1CN(CC2)C(C)=O)C2CCC1(CC(C1)O)CC2)C=2C=NN(C2)C)F 1-[3-[7-(difluoromethyl)-6-(1-methylpyrazol-4-yl)-3,4-dihydro-2H-quinolin-1-yl]-1-(2-hydroxyspiro[3.5]nonan-7-yl)-6,7-dihydro-4H-pyrazolo[4,3-c]pyridin-5-yl]ethanone